ClC1=C(C=CC(=C1)Cl)C1=CC(=C(C=C1)C(=O)OCCN(C)C)NC(=O)C1=C(C(=O)O)C=CC(=C1)C(NS(=O)(=C)C)=O 2-[(2',4'-dichloro-4-{[2-(dimethylamino)ethoxy]carbonyl}-[1,1'-biphenyl]-3-yl)carbamoyl]-4-{[methyl(methylidene)oxo-λ6-sulfanyl]carbamoyl}benzoic acid